The molecule is an iron(III) hydroxamate in which desferrialbomycin delta1(3-) is complexed to iron(III). It has a role as a bacterial metabolite, an antibacterial agent and an antimicrobial agent. It contains a desferrialbomycin delta1(3-). CC(=O)N(CCC[C@@H](C(=O)N[C@@H](CCCN(C(=O)C)O)C(=O)N[C@@H](CCCN(C(=O)C)O)C(=O)N[C@@H](CO)C(=O)N[C@H]([C@@H]([C@@H]1[C@@H]([C@H]([C@@H](S1)N2C=CC(=O)N(C2=O)C)O)O)O)C(=O)O)N)O.[Fe]